6-chloro-7-fluoro-2-(5-fluoro-4H-1,2,4-triazol-3-yl)-3-(1H-imidazol-1-yl)-5-methoxy-1-methyl-1H-indole ClC1=C(C=C2C(=C(N(C2=C1F)C)C1=NN=C(N1)F)N1C=NC=C1)OC